C(#N)C(C(=O)O)C cyanopropionic acid